4-methyl-1H-pyrazole-3-carboxamide CC=1C(=NNC1)C(=O)N